C1=C2CN3C(C2=CC=C1)=NC1C3C=CC=C1 5a,9a-dihydro-11H-benzo[4,5]imidazo[2,1-a]isoindol